C(C)NC(=O)C1C2C=CC(C1)C2 N-ethylbicyclo[2.2.1]hept-5-en-2-carboxamide